FC1=C(C=CC=C1)S(=O)(=O)NC1=NOC2=C1C(=CC(=C2)CN2N=C(C=C2)CNS(=O)(=O)C=C)OC 2-fluoro-N-(4-methoxy-6-((3-(vinylsulfonylaminomethyl)-1H-pyrazol-1-yl)methyl)benzo[d]isoxazol-3-yl)benzenesulfonamide